ClC1=CC=C(OC2=CC=CC=3CCNCCC32)C=C1 6-(4-Chlorophenoxy)-2,3,4,5-tetrahydro-1H-benzo[d]azepine